CN(C)CC1=NC(=CC=C1N1CCC(CC1)(O)COCCCCCC(=O)O)NC1=C2C(NCC2=C(C=C1)C1=CN=C2N1C=CC(=C2)F)=O 6-[(1-{2-[(dimethylamino)methyl]-6-[(7-{7-fluoroimidazo[1,2-a]pyridin-3-yl}-3-oxo-1,2-dihydroisoindol-4-yl)amino]pyridin-3-yl}-4-hydroxypiperidin-4-yl)methoxy]hexanoic acid